3-(5-ethyl-6-methoxypyridin-2-yl)cyclopent-2-en-1-one C(C)C=1C=CC(=NC1OC)C1=CC(CC1)=O